ClSC=1C=CC(=CC1)C(C#N)=C1CCN(CC1)C(=O)N1CCC(CC1)OC 2-(5-Chlorothiobenzene-2-yl)-2-(1-(4-methoxypiperidine-1-carbonyl)piperidin-4-ylidene)acetonitrile